C[SiH](CCCC[SiH](C)C)C 1,1,6,6-tetramethyl-1,6-disilahexane